8-(4-fluorophenyl)-5,6-dihydro-1,7-naphthyridine FC1=CC=C(C=C1)C1=NCCC=2C=CC=NC12